6-bromo-2-(bromomethyl)-3-fluoro-1-benzothiophene BrC1=CC2=C(C(=C(S2)CBr)F)C=C1